1-pentanol N,N-dibutylaminoacetate C(CCC)N(CCCC)CC(=O)OCCCCC